4-bromo-3-(methoxymethyl)benzoic acid methyl ester COC(C1=CC(=C(C=C1)Br)COC)=O